CC=1CC(C(CC1)C(=O)O)C(=O)O.[Li] lithium 4-methyl-4-cyclohexene-1,2-dicarboxylic acid